N-methyl-5-(6-methyl-7-oxo-6,7-dihydro-1H-pyrrolo[2,3-c]pyridin-4-yl)-6-(tetrahydrofuran-3-yloxy)pyridine-3-sulfonamide CNS(=O)(=O)C=1C=NC(=C(C1)C=1C2=C(C(N(C1)C)=O)NC=C2)OC2COCC2